1,20-diiodo-10-eicosene ICCCCCCCCCC=CCCCCCCCCCI